1-(2-(4-(2-(3-fluorophenyl)-4,4-dimethylpyrrolidin-1-yl)-7H-pyrrolo[2,3-d]pyrimidin-7-yl)thiazol-5-yl)-3-(4-methylpiperazin-1-yl)urea FC=1C=C(C=CC1)C1N(CC(C1)(C)C)C=1C2=C(N=CN1)N(C=C2)C=2SC(=CN2)NC(=O)NN2CCN(CC2)C